COC1=C(CC(N)C)C=C(C(=C1)C)S(=O)C 2-methoxy-4-methyl-5-methylsulfinyl-amphetamine